(S)-2-(4-((S)-2-fluoro-9-hydroxy-9-(trifluoromethyl)-9H-fluoren-4-yl)-1H-pyrazole-1-yl)-N'-(4-fluorophenyl)propanehydrazide FC1=CC=2[C@@](C3=CC=CC=C3C2C(=C1)C=1C=NN(C1)[C@H](C(=O)NNC1=CC=C(C=C1)F)C)(C(F)(F)F)O